ClC1=CC=C(C=C1)C1=NN(C[C@@H]1C1=CC=CC=C1)/C(/NCCS(=O)(=O)N1CCNCC1)=N/S(=O)(=O)C1=CC=C(C=C1)Cl (S,E)-3-(4-chlorophenyl)-N'-((4-chlorophenyl)sulfonyl)-4-phenyl-N-(2-(piperazin-1-ylsulfonyl)ethyl)-4,5-dihydro-1H-pyrazole-1-carboximidamide